benzyl (2S)-2-(5-{4-[5-({1-[(2R)-2-phenyl-2-{[(propan-2-yloxy)carbonyl]amino}acetyl]-L-prolyl}amino)-1H-indol-2-yl]phenyl}-1H-imidazol-2-yl)pyrrolidine-1-carboxylate C1(=CC=CC=C1)[C@H](C(=O)N1[C@@H](CCC1)C(=O)NC=1C=C2C=C(NC2=CC1)C1=CC=C(C=C1)C1=CN=C(N1)[C@H]1N(CCC1)C(=O)OCC1=CC=CC=C1)NC(=O)OC(C)C